((3aR,4R,6R,6aR)-6-(2,4-dioxo-3,4-dihydropyrimidin-1(2H)-yl)-2,2-dimethyltetrahydrofuro[3,4-d][1,3]dioxol-4-yl)methyl 2-(4-aminophenyl)acetate NC1=CC=C(C=C1)CC(=O)OC[C@H]1O[C@H]([C@@H]2OC(O[C@@H]21)(C)C)N2C(NC(C=C2)=O)=O